ClC(C(=O)N(C1=CC=C(C=C1)OC(F)(F)Cl)[C@](C(=O)NC1CCOCC1)(C)C=1C=NC=NC1)F (2R)-2-(2-chloro-N-(4-(chlorodifluoromethoxy)phenyl)-2-fluoroacetamido)-2-(pyrimidin-5-yl)-N-(tetrahydro-2H-pyran-4-yl)propanamide